C[C@H]1CC(N(C1)C=1C=C(C(=NC1)C(F)(F)F)NC(C1=NC(=CC=C1)C=1C=NNC1)=O)=O (S)-N-(5-(4-methyl-2-oxopyrrolidin-1-yl)-2-(trifluoromethyl)pyridin-3-yl)-6-(1H-pyrazol-4-yl)picolinamide